ethyl ketone potassium [K].C(C)C(=O)CC